OC1CC(NC1)C(=O)N[C@@H](C)C1=CC=C(C=C1)C=1SC=C(N1)C 4-hydroxy-N-((S)-1-(4-(4-methylthiazol-2-yl)phenyl)ethyl)pyrrolidine-2-carboxamide